5-(2,2-difluorovinyl)-6-ethylpyridine-3-carboxylic acid ethyl ester C(C)OC(=O)C=1C=NC(=C(C1)C=C(F)F)CC